4-chloro-5-(pyrimidin-2-ylethynyl)-1H-pyrrolo[2,3-b]Pyridine ClC1=C2C(=NC=C1C#CC1=NC=CC=N1)NC=C2